C(C)(C)(C)OC(=O)N1CC2=C(CC1)N(C(=N2)C(C)(C)C)CC2=CC=CC=C2 tert-butyl-1-benzyl-6,7-dihydro-1H-imidazo[4,5-c]pyridine-5(4H)-carboxylic acid tert-butyl ester